methyl-2,2'-bipyridyl-4-formaldehyde CC=1C(=NC=CC1C=O)C1=NC=CC=C1